(S)-2-(1-(3-cyano-5-(difluoromethyl)phenyl)-1H-pyrazol-4-yl)-N-(3-cyclopropyl-1H-pyrazol-5-yl)propanamide C(#N)C=1C=C(C=C(C1)C(F)F)N1N=CC(=C1)[C@@H](C(=O)NC1=CC(=NN1)C1CC1)C